OC(C=1C=C(C=CC1)NC(=O)C=1N(N=C(C1)C(F)(F)F)C1=CC(=CC=C1)C#N)C1=CC=CC=C1 2-(3-cyano-phenyl)-5-trifluoromethyl-2H-pyrazole-3-carboxylic acid [3-(hydroxyphenylmethyl)phenyl] amide